C12CN(CC2C1)C1=CC(=C(C=C1)CN1C=NC(=C1)C(=O)OCC)C ethyl 1-[(4-{3-azabicyclo[3.1.0]hex-3-yl}-2-methylphenyl) methyl]-1H-imidazole-4-carboxylate